ClC1CN(CCN1)C1=CC=CC=2OCC(OC21)C 5-(3-chloropiperazin-1-yl)-3-methyl-2,3-dihydro-1,4-benzodioxine